CC(C(=O)OCCNC(=O)NC1=CC=C(C=C1)SSC1=CC=C(C=C1)NC(=O)NCCOC(C(=C)C)=O)=C ((((disulfanediylbis(4,1-phenylene))bis(azanediyl))bis(carbonyl))bis(azanediyl))bis(ethane-2,1-diyl) bis(2-methylacrylate)